tert-butyl 5-(3-amino-2-fluorophenyl)-4-chloro-3-(2-ethoxy-2-oxoethoxy)thiophene-2-carboxylate NC=1C(=C(C=CC1)C1=C(C(=C(S1)C(=O)OC(C)(C)C)OCC(=O)OCC)Cl)F